1-[2-chloro-5-(trifluoromethyl)-3-pyridyl]-3-[(1S)-1-(2-pyrimidin-2-yl-1,2,4-triazol-3-yl)ethyl]urea ClC1=NC=C(C=C1NC(=O)N[C@@H](C)C=1N(N=CN1)C1=NC=CC=N1)C(F)(F)F